IC1=C(C(=C(C(=C1C(=O)O)I)C(=O)O)I)C(=O)O 2,4,6-triiodo-1,3,5-benzenetricarboxylic acid